Diethyl [(2-ethylpyridin-3-yl)methyl]phosphonate C(C)C1=NC=CC=C1CP(OCC)(OCC)=O